7-keto-25-hydroxycholesterol O=C1[C@H]2[C@@H]3CC[C@H]([C@@H](CCCC(C)(C)O)C)[C@]3(CC[C@@H]2[C@]2(CC[C@@H](CC2=C1)O)C)C